N(=C=O)CC1C2CC(C(C1CCCN=C=O)C2)CCN=C=O 2-isocyanatomethyl-3-(3-isocyanatopropyl)-5-(2-isocyanatoethyl)bicyclo[2.2.1]heptane